(S)-2-((tert-Butoxycarbonyl)amino)-3-((R)-5-oxo-4-azaspiro[2.4]hept-6-yl)propanoic acid C(C)(C)(C)OC(=O)N[C@H](C(=O)O)C[C@H]1C(NC2(CC2)C1)=O